OC1=C(C(=O)NC2CN(C2)C(=O)OC(C)(C)C)C=CC=C1 tert-butyl 3-(2-hydroxybenzamido)azetidine-1-carboxylate